heptacosan-1-yl hentriacontanoate C(CCCCCCCCCCCCCCCCCCCCCCCCCCCCCC)(=O)OCCCCCCCCCCCCCCCCCCCCCCCCCCC